(+)-(1S)-camphor-10-sulphonate [C@]12(C(=O)CC(CC1)C2(C)C)CS(=O)(=O)[O-]